C(C)(C)N1N=CC(=C1)S(=O)(=O)C1=CC=C(C=C1)NC(=O)NCC=1C=NNC1 1-[4-(1-Isopropyl-1H-pyrazole-4-sulfonyl)-phenyl]-3-(1H-pyrazol-4-ylmethyl)-urea